N-((1S,2S)-2-methoxycyclobutyl)-7-(methylamino)-5-((2-carbonyl-1-(1H-pyrrol-1-yl)-1,2-dihydropyridin-3-yl)amino)pyrazolo[1,5-a]pyrimidine-3-carboxamide CO[C@@H]1[C@H](CC1)NC(=O)C=1C=NN2C1N=C(C=C2NC)NC=2C(N(C=CC2)N2C=CC=C2)=C=O